5-(bis(4-methoxybenzyl)amino)-3-(4-phenoxyphenyl)-3,4-dihydropyrimido[4,5-d]pyrimidin-2(1H)-one COC1=CC=C(CN(C2=C3C(=NC=N2)NC(N(C3)C3=CC=C(C=C3)OC3=CC=CC=C3)=O)CC3=CC=C(C=C3)OC)C=C1